CN(CCCNC(=O)C1=CC=C(C2=CC=CC(=C12)C(=O)N)OC)C N-(3-dimethylaminopropyl)-4-methoxy-1,8-naphthalenedicarboxamide